ClC=1C=C(C=C2C=CNC(C12)=O)N1CCC(CC1)C1CCN(CC1)C(=O)C1(CCC1)C1=CC=CC=C1 8-chloro-6-(1'-(1-phenylcyclobutanecarbonyl)-[4,4'-bipiperidin]-1-yl)isoquinolin-1(2H)-one